FC1=CC=C(C=C1)C1=NN2C([C@H](N(CC2)C(=O)OC(C)(C)C)C)=C1 |r| tert-butyl (4RS)-2-(4-fluorophenyl)-4-methyl-6,7-dihydropyrazolo[1,5-a]pyrazine-5(4H)-carboxylate